1-(1-(2-chloro-5-((1-methyl-1H-pyrazol-4-yl)ethynyl)pyridin-4-yl)-4-fluoropiperidin-4-yl)-N,N-dimethylmethylamine ClC1=NC=C(C(=C1)N1CCC(CC1)(F)CN(C)C)C#CC=1C=NN(C1)C